CN(C(=[NH2+])N[N+](=O)[O-])N=O 1-methyl-3-nitro-1-nitrosoguanidinium